2-(8-((2s,5r)-2,5-dimethyl-4-(1-(quinoxalin-6-yl)ethyl)piperazin-1-yl)-5-methyl-6-oxo-5,6-dihydroimidazo[1,2-b]pyridazin-2-yl)acetonitrile C[C@@H]1N(C[C@H](N(C1)C(C)C=1C=C2N=CC=NC2=CC1)C)C=1C=2N(N(C(C1)=O)C)C=C(N2)CC#N